(S)-7-(1-(But-2-ynoyl)piperidin-4-yl)-2-(4-phenoxyphenyl)-4,5,6,7-tetrahydropyrazolo[1,5-a]pyrimidine-3-carboxamide C(C#CC)(=O)N1CCC(CC1)[C@@H]1CCNC=2N1N=C(C2C(=O)N)C2=CC=C(C=C2)OC2=CC=CC=C2